C(C)S(=O)(=O)C1=CC=C(C=C1)C(CO)NC(C1=CC(=CC=C1)F)=O N-(1-(4-(ethylsulfonyl)phenyl)-2-hydroxyethyl)-3-fluorobenzamide